dimethylsilanediylbis(2-butyl-4-phenylindenyl)zirconium C[Si](=[Zr](C1C(=CC2=C(C=CC=C12)C1=CC=CC=C1)CCCC)C1C(=CC2=C(C=CC=C12)C1=CC=CC=C1)CCCC)C